FC1=C(CN2CNCC3=CC=C(C=C23)C(=O)N)C(=CC(=C1)F)F (2,4,6-trifluorobenzyl)-1,2,3,4-tetrahydroquinazoline-7-carboxamide